methyl 4-amino-2-oxabicyclo[2.2.2]octane-1-carboxylate hydrochloride Cl.NC12COC(CC1)(CC2)C(=O)OC